(4-(6-methyl-1,2,4,5-tetrazine-3-yl)phenyl)methanol tertbutyl-N-[2-[2-[2-[2-(2-hydroxyethoxy)ethoxy]ethoxy]ethoxy]ethoxy]-N-methyl-carbamate C(C)(C)(C)CN(C(=O)OCC1=CC=C(C=C1)C=1N=NC(=NN1)C)OCCOCCOCCOCCOCCO